C(C)OC(C1=C(C=CC=C1)CCl)=O 2-(chloromethyl)benzoic acid ethyl ester